C(C)N1C(CN(C(C1)=O)CC)=O 1,4-diethylpiperazine-2,5-dione